C(C)OC(C(C(=O)OCC)(CC1=CC=NC=C1)OC[C@@H]1C([C@@H]2[C@@H](OC(O2)(C)C)O1)(C#C)OC(C)=O)=O 2-(((3ar,5r,6ar)-6-acetoxy-6-ethynyl-2,2-dimethyltetrahydrofurano[2,3-d][1,3]dioxol-5-yl)methoxy)-2-(pyridin-4-ylmethyl)-malonic acid diethyl ester